2-((2-(trans-4-hydroxy-cis-4-methylcyclohexyl)-6-methoxy-2H-indazol-5-yl)carbamoyl)-6-methoxypyridine 1-oxide OC1(CCC(CC1)N1N=C2C=C(C(=CC2=C1)NC(=O)C1=[N+](C(=CC=C1)OC)[O-])OC)C